4-{(1S,2S)-2-[3-(2,4-difluorophenyl)-1,2,4-oxadiazol-5-yl]cyclopropyl}benzenesulfonamide FC1=C(C=CC(=C1)F)C1=NOC(=N1)[C@@H]1[C@H](C1)C1=CC=C(C=C1)S(=O)(=O)N